FC(C(=O)O)(F)F.N[C@H](C(=O)OC)CCCN1C(C2C3(C(=C(C(C2(C1=O)Br)(C3=O)C)C3=CC=CC=C3)C3=CC=CC=C3)C)=O Methyl (2S)-2-amino-5-(3a-bromo-4,7-dimethyl-1,3,8-trioxo-5,6-diphenyl-1,3,3a,4,7,7a-hexahydro-2H-4,7-methanoisoindol-2-yl)pentanoate trifluoroacetic acid salt